(3R,4R)-N-[5-chloro-7-(3-methylbutan-2-yl)imidazo[4,3-f][1,2,4]triazin-2-yl]-3-fluoro-1-methanesulfonylpiperidin-4-amine ClC=1N=C(N2N=C(N=CC21)N[C@H]2[C@@H](CN(CC2)S(=O)(=O)C)F)C(C)C(C)C